(E)-9-phenyl-9H-carbazole C1(=CC=CC=C1)N1C2=CC=CC=C2C=2C=CC=CC12